S(=O)(=O)(ON1[C@@H]2CC[C@H](N(C1=O)C2)C(NS(=O)(=O)N=C=O)=N)O (2S,5R)-2-(N-(isocyanatosulfonyl) carbamimidoyl)-7-oxo-1,6-diazabicyclo[3.2.1]octan-6-yl hydrogen sulfate